P1(CCC1)=O Phosphetan oxid